tert-butyl ((4-(2-((3S)-7-(6-amino-3-chloro-2-fluorophenyl)-5-oxo-1,2,3,5,8,8a-hexahydroindolizin-3-yl)-1H-imidazol-5-yl)-3-fluoropyridin-2-yl)methyl)carbamate NC1=CC=C(C(=C1C1=CC(N2[C@@H](CCC2C1)C=1NC(=CN1)C1=C(C(=NC=C1)CNC(OC(C)(C)C)=O)F)=O)F)Cl